5-fluoro-xanthen-9-one FC1=C2OC=3C=CC=CC3C(C2=CC=C1)=O